[4-chloro-3-(4-ethoxyphenoxy)phenyl]oxane ClC1=C(C=C(C=C1)C1OCCCC1)OC1=CC=C(C=C1)OCC